CC=1C(=CN2N=C(N=C(C21)NC2=NN1C(OCC1)=C2)C=2N(C=CN2)C)C2=NN(C=C2)C N-(5-Methyl-2-(1-methyl-1H-imidazol-2-yl)-6-(1-methyl-1H-pyrazol-3-yl)pyrrolo[2,1-f][1,2,4]triazin-4-yl)-2,3-dihydropyrazolo[5,1-b]oxazol-6-amine